FC(OC1=C(C=C(C=C1)SC)C1=NN(C=C1NC(=O)C=1C=NN2C1N=CC=C2)CC(=O)N(C)C)F N-(3-(2-(difluoromethoxy)-5-(methylthio)phenyl)-1-(2-(dimethylamino)-2-oxoethyl)-1H-pyrazol-4-yl)pyrazolo[1,5-a]pyrimidine-3-carboxamide